OCCNCC(CCCCCCCCCCCC)O 1-[(2-hydroxyethyl)amino]-tetradecan-2-ol